C1(=CC=C(C=C1)CNC(=O)C=1C=NC(=NC1)N1N=CC=C1)C1=CC=CC=C1 N-([1,1'-Biphenyl]-4-ylmethyl)-2-(1H-pyrazol-1-yl)pyrimidine-5-carboxamide